BrC=1N=C(C(=NC1)N(CC(C)(O)C)C)C 1-[(5-bromo-3-methylpyrazin-2-yl)(methyl)amino]-2-methylpropan-2-ol